4-(3-methyl-2-pyrazinyl)-1,2,3-butanetriol CC=1C(=NC=CN1)CC(C(CO)O)O